C1(=CC(=CC=C1)C1=NC(=NC=C1Cl)NC1CCN(CC1)C(CCC1CCN(CC1)C(=O)[O-])=O)C1=CC=CC=C1 4-(3-(4-((4-([1,1'-biphenyl]-3-yl)-5-chloropyrimidin-2-yl)amino)piperidin-1-yl)-3-oxopropyl)piperidine-1-carboxylate